[N].CC=1N=COC1C1=NOC(=N1)[C@H]1[C@@H](C1)C1=CC=C(C=C1)S(=O)(=O)N 4-{(1R,2R)-2-[3-(4-methyl-1,3-oxazol-5-yl)-1,2,4-oxadiazol-5-yl]cyclopropyl}benzenesulfonamide nitrogen